2-(4-(2-(2,4-Dioxo-3-(4-(trifluoromethyl)phenyl)imidazolin-1-yl)ethyl)-2,6-dimethylphenoxy)-2-methylpropionic Acid O=C1N(CC(N1C1=CC=C(C=C1)C(F)(F)F)=O)CCC1=CC(=C(OC(C(=O)O)(C)C)C(=C1)C)C